(R,E)-4-(tert-butylamino)-N-(4-(8-(4-chloro-2-(1-methoxyethyl)-1,6-dimethyl-1H-benzo[d]imidazol-5-yl)indolizine-3-carbonyl)-2,6-difluorophenyl)but-2-enamide C(C)(C)(C)NC/C=C/C(=O)NC1=C(C=C(C=C1F)C(=O)C1=CC=C2C(=CC=CN12)C1=C(C2=C(N(C(=N2)[C@@H](C)OC)C)C=C1C)Cl)F